5-Cyclopentyl-2-(7-methylimidazo[1,2-a]pyridin-8-yl)benzene-1,3-diol C1(CCCC1)C=1C=C(C(=C(C1)O)C=1C=2N(C=CC1C)C=CN2)O